FC(CN1N=CC(=N1)C=1C=CC2=C(C1)COC=1N=C(SC12)N(C1CC(NC(C1)(C)C)(C)C)C)F 7-(2-(2,2-difluoroethyl)-2H-1,2,3-triazol-4-yl)-N-methyl-N-(2,2,6,6-tetramethylpiperidin-4-yl)-5H-isochromeno[3,4-d]thiazol-2-amine